4,7-diazaspiro[2.5]Octane-7-carboxylic acid tert-butyl ester C(C)(C)(C)OC(=O)N1CCNC2(CC2)C1